8-cyclopentyl-7-ethyl-5-methyl-7,8-dihydropterin C1(CCCC1)N1C(CN(C=2C(NC(=NC12)N)=O)C)CC